C(#N)C=1C=CC(=C2C=CC=NC12)N1C[C@@]2(C[C@@]2(C1)C(F)(F)F)C(=O)N[C@@H]1CC[C@@H](CC1)N1CCN(CC1)CC1CC1 |o1:14,16| (1S,5R) or (1R,5S)-3-(8-cyanoquinolin-5-yl)-N-(cis-4-(4-(Cyclopropylmethyl)piperazin-1-yl)cyclohexyl)-5-(trifluoromethyl)-3-azabicyclo[3.1.0]hexane-1-carboxamide